3-((1-(2-(3-Azabicyclo[3.1.0]hexan-3-yl)-3,6-dimethyl-4-oxo-3,4-dihydroquinazolin-8-yl)ethyl)amino)-6-bromopicolinic acid C12CN(CC2C1)C1=NC2=C(C=C(C=C2C(N1C)=O)C)C(C)NC=1C(=NC(=CC1)Br)C(=O)O